10-((5-chloro-2-(4,4-difluoropiperidin-1-yl)pyrimidin-4-yl)amino)-2-cyclopropyl-7-methyl-2,3-dihydro-[1,4]oxazepino[6,5-c]quinoline-5,6(1H,7H)-dione ClC=1C(=NC(=NC1)N1CCC(CC1)(F)F)NC1=CC=2C3=C(C(N(C2C=C1)C)=O)C(OCC(N3)C3CC3)=O